4-(trifluoromethyl)cinnoline-3-carboxylic acid FC(C1=C(N=NC2=CC=CC=C12)C(=O)O)(F)F